C1(=CC(=CC=C1)C1=NC(=NC=C1Cl)NC=1C=C(C=NC1)NC(CCCCN1CCNCC1)=O)C1=CC=CC=C1 N-(5-((4-([1,1'-biphenyl]-3-yl)-5-chloropyrimidin-2-yl)amino)pyridin-3-yl)-5-(piperazin-1-yl)pentanamide